1-(2-methyl-5-thiazolyl)-2-[3-(trifluoromethyl)-1H-pyrazol-1-yl]-1-propanone CC=1SC(=CN1)C(C(C)N1N=C(C=C1)C(F)(F)F)=O